FC(=CCCC(=CCCC1(OC2=C(C(=C(C(=C2CC1)C)O)C)C)C)C)F 2-(8,8-difluoro-4-methyloct-3,7-dien-1-yl)-2,5,7,8-tetramethyl-chroman-6-ol